3,4-dihydro-2H-benzo[b][1,4]oxazine-3-carboxylic acid O1C2=C(NC(C1)C(=O)O)C=CC=C2